3-(6-fluoropyridin-3-yl)-2-[4-(4-methyl-1,2,4-triazol-3-yl)piperidin-1-yl]benzonitrile FC1=CC=C(C=N1)C=1C(=C(C#N)C=CC1)N1CCC(CC1)C1=NN=CN1C